Phenylalanyl-amine N[C@@H](CC1=CC=CC=C1)C(=O)N